ClC=1C(N(N=CC1Cl)[C@@H]1CC[C@H](CC1)N(C1=CC=C(C=C1)CO[Si](C)(C)C(C)(C)C)C1CC1)=O trans-4,5-dichloro-2-[4-[N-cyclopropyl-4-[[1,1-dimethylethyl(dimethyl)silyl]oxymethyl]anilino]cyclohexyl]pyridazin-3-one